Nε-(o-nitrobenzyloxycarbonyl)-L-lysine [N+](=O)([O-])C1=C(COC(=O)NCCCC[C@H](N)C(=O)O)C=CC=C1